4-methoxy-2,8-dimethyl-6-(morpholine-4-carbonyl)-7H,8H-pyrido[2,3-d]pyrimidin-7-one COC=1C2=C(N=C(N1)C)N(C(C(=C2)C(=O)N2CCOCC2)=O)C